(R)-2-(2-(5-(methoxy-d3)-1H-indole-3-carbonyl)pyrrolidin-1-yl)-1-phenyl-2λ2-ethan-1-one C(OC=1C=C2C(=CNC2=CC1)C(=O)[C@@H]1N(CCC1)[C]C(=O)C1=CC=CC=C1)([2H])([2H])[2H]